2-[(4-{2-[(4-Cyclohexylbutyl)(cyclohexylcarbamoyl)amino]ethyl}phenyl)sulfanyl]-2-methylpropanoic acid C1(CCCCC1)CCCCN(CCC1=CC=C(C=C1)SC(C(=O)O)(C)C)C(NC1CCCCC1)=O